9-[1-[[6-chloro-2-(1-methylpyrazol-4-yl)-3-pyridyl]amino]ethyl]-4,7-dimethyl-3-(1-methylsulfonyl-4-piperidyl)pyrazolo[3,4-c]isoquinolin-5-one ClC1=CC=C(C(=N1)C=1C=NN(C1)C)NC(C)C=1C=2C3=C(N(C(C2C=C(C1)C)=O)C)N(N=C3)C3CCN(CC3)S(=O)(=O)C